trifluoro-2,5-dihydroxybenzoic acid FC1=C(C(=C(C(=C1C(=O)O)O)F)F)O